NC1=NC=C(C=N1)C=1C=CC=2N(N1)C(=CN2)Br 6-(2-Aminopyrimidin-5-yl)-3-bromoimidazo[1,2-b]pyridazine